fluoro-N-{2-methoxy-5-[3-(pyridin-4-yl)-1H-7-azaindazol-5-yl]pyridin-3-yl}benzenesulfonamide FC1=C(C=CC=C1)S(=O)(=O)NC=1C(=NC=C(C1)C=1C=C2C(=NNC2=NC1)C1=CC=NC=C1)OC